C(C)(C)(C)OC(=O)N1C(CCCC1)C1=CC2=C(N=CN=C2N[C@H](C)C2=C(C(=CC=C2)C(F)F)F)N(C1=O)C (4-(((R)-1-(3-(difluoromethyl)-2-fluorophenyl)ethyl)amino)-8-methyl-7-oxo-7,8-dihydropyrido[2,3-d]pyrimidin-6-yl)piperidine-1-carboxylic acid tert-butyl ester